C1(=CC=CC=C1)S(=O)(=O)N1C=CC=2C1=NC(=CC2)OC 1-(benzenesulfonyl)-6-methoxypyrrolo[2,3-b]pyridine